N=1N=C(N2C1C=CC=C2)COC=2C=CC(=C1CCN([C@@H](C21)CN2C(CCC2)=O)C(=O)[C@H]2[C@H](CCCC2)C(=O)O)Cl (1S,2R)-2-((S)-8-([1,2,4]Triazolo[4,3-a]pyridin-3-ylmethoxy)-5-chloro-1-((2-oxopyrrolidin-1-yl)methyl)-1,2,3,4-tetrahydroisoquinoline-2-carbonyl)cyclohexane-1-carboxylic acid